3-Carboxymethoxy-1-carboxymethyl-4-pyrazolecarboxylic acid C(=O)(O)COC1=NN(C=C1C(=O)O)CC(=O)O